CN(C)CC(C(=O)N)=C 2-((dimethylamino)-methyl)acrylamide